ClC1=C(C=CC=C1)NC1=CC=C2C(=N1)C=NN2C=2C=C(SC2)C(=O)N[C@@H]2CN(C(C2)=O)C (S)-4-(5-((2-chlorophenyl)amino)-1H-pyrazolo[4,3-b]pyridin-1-yl)-N-(1-methyl-5-oxopyrrolidin-3-yl)thiophene-2-carboxamide